4-(aminoacetyl)benzonitrile hydrochloride Cl.NCC(=O)C1=CC=C(C#N)C=C1